2-methylcyclopropylcarbamic acid chloromethyl ester ClCOC(NC1C(C1)C)=O